C1(=CC=CC=C1)C1=NC(=NC(=C1)C1CCNCC1)NC1=CC(=NC=C1)C(F)(F)F 4-phenyl-6-(piperidin-4-yl)-N-(2-(trifluoromethyl)pyridin-4-yl)pyrimidin-2-amine